COC1=CC=C(C=C1)C1=NN(CC1)C1=CC=C(C=C1)S(=O)(=O)CCO 2-((4-(3-(4-methoxyphenyl)-4,5-dihydro-1H-pyrazol-1-yl)phenyl)sulfonyl)ethanol